Cl.ClC=1C=C(C=NC1N1CCNCC1)C(=O)OCC ethyl 5-chloro-6-piperazin-1-yl-pyridine-3-carboxylate hydrochloride